NC1=C(C(=C(OC2=CC=C3CCNC(C3=C2)=O)C(=C1)F)F)C#C[Si](C)(C)C 7-[4-amino-2,6-difluoro-3-(2-trimethylsilylethynyl)phenoxy]-3,4-dihydro-2H-isoquinolin-1-one